Dihydro-quinoline N1CC=CC2=CC=CC=C12